OC1=CC=CC=2C(=COC21)CC(=O)OC Methyl 2-(7-hydroxybenzofuran-3-yl)acetate